2-(4-methoxypyridin-2-yl)-1-phenylethane-1-one boron difluoride [B](F)F.COC1=CC(=NC=C1)CC(=O)C1=CC=CC=C1